[2-[1-(cyclopropylmethyl)-6-(1,1-dioxothiazepan-2-yl)pyrrolo[2,3-b]pyridin-2-yl]-5-methoxy-3-methylimidazo[1,2-a]pyridin-7-yl]methanone C1(CC1)CN1C(=CC=2C1=NC(=CC2)N2S(CCCCC2)(=O)=O)C=2N=C1N(C(=CC(=C1)C=O)OC)C2C